C(C1=CC=CC=C1)NC(=O)[C@H](O)[C@@H](O)[C@H](O)[C@H](O)CO N-Benzyl-D-Gluconamide